3β-tropanol CN1[C@@H]2CC[C@H]1CC(C2)O